BrC1=C(C=CC(=C1)[N+](=O)[O-])C1(CC1)C#N 1-(2-bromo-4-nitrophenyl)cyclopropane-1-carbonitrile